t-amyl-iminotris(ethylmethylamino)tantalum C(C)(C)(CC)N=[Ta](N(CC)C)(N(CC)C)N(C)CC